4-(5-(2,6-dimethylphenoxy)-1-(2-hydroxy-2-methylpropyl)-3-morpholino-1H-indazol-6-yl)-N-ethyl-6-methyl-7-oxo-6,7-dihydro-1H-pyrrolo[2,3-c]pyridine-2-carboxamide CC1=C(OC=2C=C3C(=NN(C3=CC2C=2C3=C(C(N(C2)C)=O)NC(=C3)C(=O)NCC)CC(C)(C)O)N3CCOCC3)C(=CC=C1)C